6-[(2R)-2-amino-3-methoxypropyl]-2-chloro-N-[(furan-2-yl)methyl]-7-methylthieno[3,2-d]pyrimidin-4-amine dihydrochloride Cl.Cl.N[C@H](CC1=C(C=2N=C(N=C(C2S1)NCC=1OC=CC1)Cl)C)COC